COC(C1=CC(=C(C=C1)CBr)F)=O.N(=[N+]=[N-])CC1=C(C=C(C(=O)OC)C=C1)F methyl 4-(azidomethyl)-3-fluorobenzoate Methyl-4-(bromomethyl)-3-fluorobenzoate